C1(CC1)OC1=C(C=CC=C1)N1C(NC(C2=CC=CC=C12)=O)=S (2-cyclopropoxyphenyl)-2-thioxo-2,3-dihydro-quinazolin-4(1H)-one